C(C)[C@@H]1CNCCN1 (R)-3-ethylpiperazine